C(C1=CC=CC=C1)C1(CC(=NO1)CNC(=O)C=1C=NN(C1)C(C)C)C(=O)OC methyl 5-benzyl-3-((1-isopropyl-1H-pyrazole-4-carboxamido)methyl)-4,5-dihydroisoxazole-5-carboxylate